C1(=CC=CC=C1)C(C)(C)C1=CC=CC=C1 2,2-Diphenylpropan